C1(=CC=CC=C1)NC1=NC(=NC=C1C(F)(F)F)N[C@@H]1CNCCC1 N4-phenyl-N2-[(3S)-piperidin-3-yl]-5-(trifluoromethyl)pyrimidine-2,4-diamine